FC1=C(NC2=NC=NC3=CC(=C(C=C23)OC2CCN(CC2)C(=O)OC(C)(C)C)OC([2H])([2H])[2H])C=CC(=C1)OC1=NN(C=C1)C(NC(C([2H])([2H])[2H])(C([2H])([2H])[2H])C([2H])([2H])[2H])=O tert-Butyl 4-[(4-{2-fluoro-4-[(1-{[2-(2H3)methyl(2H6)propan-2-yl]carbamoyl}-1H-pyrazol-3-yl)oxy]anilino}-7-[(2H3)methyloxy] quinazolin-6-yl)oxy]piperidine-1-carboxylate